C(#N)CCN1C(CCC1)=O N-cyanoethylbutyrolactam